2-[(2R,4S)-rel-4-(2,3-dichloro-6-hydroxyphenyl)piperidin-2-yl]-N-methylacetamide ClC1=C(C(=CC=C1Cl)O)[C@@H]1C[C@@H](NCC1)CC(=O)NC |o1:9,11|